C(C)(C)(C)OC(=O)N(C(C(=O)[O-])CC(C)(C)F)C 2-(tert-butoxycarbonyl(methyl)amino)-4-fluoro-4-methylpentanoate